4-bromo-6-nitro-1,3-benzodioxole BrC1=CC(=CC=2OCOC21)[N+](=O)[O-]